COC(=O)C1=CC2=CC(=CC=C2C=C1OC)Br 7-Bromo-3-methoxy-2-naphthoic acid methyl ester